NC=1NC(C(N1)=O)=C1C2=C(C(NCC1)=O)NC(=C2)Br 4-(2-Amino-4-oxo-2-imidazolin-5-ylidene)-2-bromo-4,5,6,7-tetrahydropyrrolo[2,3-c]azepine-8-one